N-[4-(phenylmethoxy)phenyl]-5-(5-fluoro-2-{[(3S)-3-(morpholin-4-ylmethyl)-3,4-dihydroisoquinolin-2(1H)-yl]carbonyl}phenyl)-1,2-dimethyl-1H-pyrrole-3-carboxamide C1(=CC=CC=C1)COC1=CC=C(C=C1)NC(=O)C1=C(N(C(=C1)C1=C(C=CC(=C1)F)C(=O)N1CC2=CC=CC=C2C[C@H]1CN1CCOCC1)C)C